BrC=1C=CC(=NC1O[C@@H]1CC[C@@H](CC1)C(C)C)C 5-bromo-6-[(cis-4-isopropylcyclohexyl)oxy]-2-methylpyridin